[Si](C)(C)(C(C)(C)C)OCC1=NN(C(=C1C=1C=C2C=C(N=CC2=C(C1)Cl)N)C)C1OCCCC1 6-(3-((tert-butyldimethylsilyloxy)methyl)-5-methyl-1-(tetrahydro-2H-pyran-2-yl)-1H-pyrazol-4-yl)-8-chloroisoquinolin-3-amine